benzoimidazole-5-carboxylic acid [2-(2-methylamino-ethoxy)-ethyl]-amide CNCCOCCNC(=O)C1=CC2=C(N=CN2)C=C1